1-(3-fluorophenyl)-3-(2-oxo-2,3-dihydro-1H-benzo[d]imidazol-5-yl)urea FC=1C=C(C=CC1)NC(=O)NC1=CC2=C(NC(N2)=O)C=C1